FC1=NC=CC=C1O[C@H]1C[C@]2([C@H](CN(C2)CCC2=CC=C(C=C2)O)C1)O (3aR,5R,6aS)-5-((2-fluoropyridin-3-yl)oxy)-2-(4-hydroxyphenethyl)hexahydrocyclopenta[c]pyrrol-3a(1H)-ol